OCC(=O)C1=CC=CC=C1 α-hydroxy-acetophenone